BrC=1C(=NC(=CC1)C=1N=NN(C1COC1OCCCC1)C[Si](C)(C)C)CC 3-Bromo-2-ethyl-6-(5-(((tetrahydro-2H-pyran-2-yl)oxy)methyl)-1-((trimethylsilyl)methyl)-1H-1,2,3-Triazol-4-yl)pyridine